behenoyl-2-hydroxysn-glycero-3-phosphocholine C(CCCCCCCCCCCCCCCCCCCCC)(=O)C(OP(OC[C@@H](CO)OO)(=O)[O-])C[N+](C)(C)C